3-(dimethylaminopropyl)-3-hexylurea CN(C)CCCN(C(N)=O)CCCCCC